(R)-5-((5-Cyano-2-methylpyridin-3-yl)amino)-2-(3-(5-(3-hydroxy-1-methyl-2-oxopyrrolidin-3-yl)isoxazol-3-yl)phenyl)thiazole-4-carboxamide C(#N)C=1C=C(C(=NC1)C)NC1=C(N=C(S1)C1=CC(=CC=C1)C1=NOC(=C1)[C@]1(C(N(CC1)C)=O)O)C(=O)N